FN(F)CC1C(OC1)C 3-(difluoroaminomethyl)methyloxetane